butyl-4-hydroxy-pyrazol C(CCC)C1=NNC=C1O